BrC1=CC(=C2C(C(N(C2=C1)C1CC(C1)(N1CCCCC1)C)=O)(C)C)C(F)F 6-bromo-4-(difluoromethyl)-3,3-dimethyl-1-((1s,3s)-3-methyl-3-(piperidin-1-yl)cyclobutyl)indolin-2-one